[C@@H]12N(C[C@@H](NC1)C2)C=2N=C1C(=NC2)N=C(C=C1)SC1=C(C(=NC=C1)N)Cl 4-((2-((1S,4S)-2,5-diazabicyclo[2.2.1]heptan-2-yl)pyrido[2,3-b]pyrazin-6-yl)thio)-3-chloropyridin-2-amine